6-Chloro-2-{4-[4-(2-ethoxyethyl)-1,4-diazepan-1-yl]phenyl}-N-(1-methylpiperidin-4-yl)-3H-imidazo[4,5-b]pyridin-7-amine ClC=1C(=C2C(=NC1)NC(=N2)C2=CC=C(C=C2)N2CCN(CCC2)CCOCC)NC2CCN(CC2)C